ClC=1C=C(OC2CCN(CC2)C(=O)N2C[C@@H]3[C@@H](OCC(N3)=O)CC2)C=CC1C(F)(F)F (4aR,8aS)-6-[4-[3-chloro-4-(trifluoromethyl)phenoxy]piperidine-1-carbonyl]-4,4a,5,7,8,8a-hexahydropyrido[4,3-b][1,4]oxazin-3-one